ClC(C(=O)OC1CCC(CC1)C(C)(C)C)=C 4-t-butylcyclohexyl α-chloroacrylate